N-methyl-piperidinone CN1C(CCCC1)=O